2-(prop-1-en-2-yl)-N-(1-(3,4,5-trimethoxyphenyl)-1H-imidazol-4-yl)pyrrolo[2,1-f][1,2,4]Triazin-4-amine C=C(C)C1=NN2C(C(=N1)NC=1N=CN(C1)C1=CC(=C(C(=C1)OC)OC)OC)=CC=C2